C(=C)C=1C=C2C=NC(=NC2=CC1)N1[C@@H]2COC[C@H]1C2 (1R,5S)-6-(6-vinyl-quinazolin-2-yl)-3-oxa-6-azabicyclo[3.1.1]heptane